3-(3-Chloro-4-fluorophenyl)-1-(1-(6,7-difluoro-3-methyl-4-oxo-3,4-dihydrophthalazin-1-yl)ethyl)-1-methylurea ClC=1C=C(C=CC1F)NC(N(C)C(C)C1=NN(C(C2=CC(=C(C=C12)F)F)=O)C)=O